2-(2-((5-(1-aminoisoquinolin-7-yl)-1-(pent-3-yl)-1H-indazol-3-yl)methoxy)phenyl)acetic acid NC1=NC=CC2=CC=C(C=C12)C=1C=C2C(=NN(C2=CC1)C(CC)CC)COC1=C(C=CC=C1)CC(=O)O